NC1=NC=NN2C1=CC=C2[C@H]2[C@@H]([C@@H]1OP(OC[C@]1(O2)C#N)(OC(C)C)=O)O (4aR,6S,7S,7aS)-6-(4-aminopyrrolo[2,1-f][1,2,4]triazin-7-yl)-7-hydroxy-2-isopropoxydihydro-4H-furo[3,2-d][1,3,2]dioxaphosphinine-4a(6H)-carbonitrile 2-oxide